CN1C=C(C=C(C1=O)C)C=1NC2=CC=C(C=C2C1C(C)C)C1CCN(CC1)CC(=O)N 2-(4-(2-(1,5-dimethyl-6-oxo-1,6-dihydropyridin-3-yl)-3-isopropyl-1H-indol-5-yl)piperidin-1-yl)acetamide